NC1=NC=CC=C1C1=NC=2C(=NC(=CC2)N2N=NC(=C2)C)N1C1=CC=C(CN2CC=C(C=C2)NC2=NC(=NC=C2)C#N)C=C1 (1-(4-(2-(2-Aminopyridin-3-yl)-5-(4-methyl-1H-1,2,3-triazol-1-yl)-3H-imidazo[4,5-b]pyridin-3-yl)benzyl)pyridin-4-yl-amino)pyrimidine-2-carbonitrile